amino-4-bromo-3-fluoro-5-(trifluoromethyl)benzoic acid NC1=C(C(=O)O)C=C(C(=C1F)Br)C(F)(F)F